9-Butyl-8-(2,5-Dimethoxy-Benzyl)-2-Fluoro-9h-Purin C(CCC)N1C2=NC(=NC=C2N=C1CC1=C(C=CC(=C1)OC)OC)F